3-(3-(4,6-bis(2,4-dimethylphenyl)-1,3,5-triazin-2-yl)-5-(tert-butyl)-4-hydroxyphenyl)-N,N-bis(2-hydroxyethyl)propionamide CC1=C(C=CC(=C1)C)C1=NC(=NC(=N1)C1=C(C=C(C=C1)C)C)C=1C=C(C=C(C1O)C(C)(C)C)CCC(=O)N(CCO)CCO